L-2-amino-3,3-dimethylbutyric acid N[C@H](C(=O)O)C(C)(C)C